3,3-difluoro-3-(pyridin-2-ylsulfonyl)propan FC(CC)(S(=O)(=O)C1=NC=CC=C1)F